ClC=1C=C2C(=NC(=NC2=C(C1C=1C(=CC=C2C=NN(C12)C)C)F)N1CC(C1)N(C)C)N1C[C@H](N(C[C@@H]1C)C(C=C)=O)C 1-((2R,5S)-4-((S)-6-chloro-7-(1,6-dimethyl-1H-indazol-7-yl)-2-(3-(dimethylamino)azetidin-1-yl)-8-fluoroquinazolin-4-yl)-2,5-dimethylpiperazin-1-yl)prop-2-en-1-one